COC1=CC(=NC=C1)C1=NC2=CC=C(C=C2C(N1)=O)OCCCC1=CC=NC=C1 2-(4-methoxy-pyridin-2-yl)-6-(3-pyridin-4-yl-propoxy)-3H-quinazolin-4-one